5-chloro-1-[[2-(trimethylsilyl)ethoxy]methyl]-1H-indole ClC=1C=C2C=CN(C2=CC1)COCC[Si](C)(C)C